CNC=1N=CC=2C#CC3=NC=CC(OCC(OC=4C=CC=C(NC=5N=CC1C2C5)N4)C)=C3 N,9-dimethyl-8,11-dioxa-2,15,21,25,29-pentaazapentacyclo[17.6.2.1^{3,7}.1^{12,16}.0^{23,27}]nonacosa-1(26),3,5,7(29),12(28),13,15,19(27),20,22,24-undecaen-17-yn-22-amine